ClCC1=CC(=C(C=N1)NC1C(NC(CC1)=O)=O)F 3-((6-(Chloromethyl)-4-fluoropyridin-3-yl)amino)piperidine-2,6-dione